O1C(=NC2=C1C=CC=C2)S=CCCCOC2=CC=C(C=C2)C(\C=C\C2=CC(=CC=C2)F)=O (E)-1-(4-(4-(benzo[d]oxazol-2-yl-thioxo)butoxy)phenyl)-3-(3-fluorophenyl)-2-propen-1-one